2-((3-(3,4-bis((tert-butyldimethylsilyl)oxy)phenyl)propanoyl)oxy)ethyl methacrylate C(C(=C)C)(=O)OCCOC(CCC1=CC(=C(C=C1)O[Si](C)(C)C(C)(C)C)O[Si](C)(C)C(C)(C)C)=O